FC=1C=2N(C=CC1)N=C(C2)[C@@H]2N(CCC1=C2N=CN1)C1=NC=C(C(=N1)C)C(=O)N1CCCCC1 (R)-(2-(4-(4-fluoropyrazolo[1,5-a]pyridin-2-yl)-1,4,6,7-tetrahydro-5H-imidazo[4,5-c]pyridin-5-yl)-4-methylpyrimidin-5-yl)(piperidin-1-yl)methanone